Dimethyl 3-((4-(((tert-butyldimethylsilyl)oxy)methyl)-2-methylbenzyl)amino)phthalate [Si](C)(C)(C(C)(C)C)OCC1=CC(=C(CNC2=C(C(C(=O)OC)=CC=C2)C(=O)OC)C=C1)C